NCC=1C=C2CN(C(C2=C(C1)OC)=O)C1C(NC(CC1)=O)=O 3-(5-(aminomethyl)-7-methoxy-1-oxoisoindolin-2-yl)piperidine-2,6-dione